2-(2-formylphenoxy)hexanoic acid methyl ester COC(C(CCCC)OC1=C(C=CC=C1)C=O)=O